F[P-](F)(F)(F)(F)F.C(C)(C)(C)C1=CC=C(C[N+]2=CC=C(C=C2)C2=CC=[N+](C=C2)CC2=CC=C(C=C2)C(C)(C)C)C=C1.F[P-](F)(F)(F)(F)F 1,1'-bis(4-(tert-butyl)benzyl)-[4,4'-bipyridine]-1,1'-diium hexafluorophosphate